COC1C(NCC1)=O 3-methoxypyrrolidone